5-Cyano-pyridin-3-yl (R)-4-(3-fluoro-5-(trifluoromethyl) benzyl)-2-methyl-piperazine-1-carboxylate FC=1C=C(CN2C[C@H](N(CC2)C(=O)OC=2C=NC=C(C2)C#N)C)C=C(C1)C(F)(F)F